ClC1=CC=C(C=N1)C1=NC(=C2C(=N1)NN=C2)NC(=O)C=2SC(=CC2)[N+](=O)[O-] N-(6-(6-chloropyridin-3-yl)-1H-pyrazolo[3,4-d]pyrimidine-4-yl)-5-nitrothiophene-2-carboxamide